(S)-N1-((S)-3-methoxy-1-((naphthalen-1-ylmethyl)amino)-1-oxopropan-2-yl)-2-((4-methylphenyl)sulfonamido)-N4-(oxetan-3-yl)succinamide COC[C@@H](C(=O)NCC1=CC=CC2=CC=CC=C12)NC([C@H](CC(=O)NC1COC1)NS(=O)(=O)C1=CC=C(C=C1)C)=O